tert-butyl (2R,5S)-4-(2-(cyanomethyl)-5-methyl-6-oxo-5,6-dihydroimidazo[1,2-b]pyridazin-8-yl)-5-ethyl-2-methylpiperazine-1-carboxylate C(#N)CC=1N=C2N(N(C(C=C2N2C[C@H](N(C[C@@H]2CC)C(=O)OC(C)(C)C)C)=O)C)C1